FC1=CC=C(C=C1)N1C[C@@]2(CN(C[C@@]2(C1)C)C(=O)OC(C)(C)C)C tert-butyl (3as,6ar)-2-(4-fluorophenyl)-3a,6a-dimethyl-1,3,4,6-tetrahydropyrrolo[3,4-c]pyrrole-5-carboxylate